FC1=C(CC(CN)(CC)F)C=CC(=C1)F 2-(2,4-difluorobenzyl)-2-fluorobutan-1-amine